TRIMETHYL PHOSPHONOACETATE COC(=O)CP(=O)(OC)OC